2-(dimethylamino)-N-(4-(3-isopropyl-2-(8-methyl-[1,2,4]triazolo[1,5-a]pyridin-6-yl)-1H-indol-5-yl)cyclohexyl)-N-methylacetamide CN(CC(=O)N(C)C1CCC(CC1)C=1C=C2C(=C(NC2=CC1)C=1C=C(C=2N(C1)N=CN2)C)C(C)C)C